4-(dimethoxymethyl)-1-[4-(4,4,5,5-tetramethyl-1,3,2-dioxaborolan-2-yl)phenyl]piperidine COC(C1CCN(CC1)C1=CC=C(C=C1)B1OC(C(O1)(C)C)(C)C)OC